3,3-dimethylcyclobutane-1-carbonitrile CC1(CC(C1)C#N)C